N1-(4-(difluoromethoxy)-4-(diisopropylphosphoryl)benzyl)glutaramide FC(OC1(CC=C(CNC(CCCC(=O)N)=O)C=C1)P(=O)(C(C)C)C(C)C)F